eicosanyl myristate C(CCCCCCCCCCCCC)(=O)OCCCCCCCCCCCCCCCCCCCC